7-chloro-1-(3-(2-((1-methyl-1H-pyrazol-5-yl)oxy)ethyl)phenyl)-4-(methylamino)-quinazolin-2(1H)-one ClC1=CC=C2C(=NC(N(C2=C1)C1=CC(=CC=C1)CCOC1=CC=NN1C)=O)NC